3-((2-(N-Boc-amino)ethyl)amino)nitrobenzene C(=O)(OC(C)(C)C)NCCNC=1C=C(C=CC1)[N+](=O)[O-]